FC1=CN=C(C2=C1N=C(N=C2)OC[C@]21CCCN1C[C@@H](C2)F)C#CC 8-fluoro-2-(((2R,7aS)-2-fluorotetrahydro-1H-pyrrolizin-7a(5H)-yl)methoxy)-5-(propynyl)pyrido[4,3-d]pyrimidine